(R)-6-ethyl-N-((S)-7-oxo-1-(5-(2-oxo-1,2-dihydroquinolin-3-yl)-1H-imidazol-2-yl)nonyl)-6-azaspiro[2.5]octane-1-carboxamide C(C)N1CCC2(C[C@H]2C(=O)N[C@@H](CCCCCC(CC)=O)C=2NC(=CN2)C=2C(NC3=CC=CC=C3C2)=O)CC1